(2R,4S)-4-hydroxy-1-[(2S)-2-[4-[hydroxy-[3-(trifluoromethyl)phenyl]methyl]triazol-1-yl]-3,3-dimethyl-butanoyl]-N-methyl-pyrrolidine-2-carboxamide O[C@H]1C[C@@H](N(C1)C([C@H](C(C)(C)C)N1N=NC(=C1)C(C1=CC(=CC=C1)C(F)(F)F)O)=O)C(=O)NC